((2S)-4-(6-chloro-4-oxochromane-2-carboxamido)-2-hydroxybicyclo[2.2.2]oct-1-yl)carbamic acid tert-butyl ester C(C)(C)(C)OC(NC12[C@H](CC(CC1)(CC2)NC(=O)C2OC1=CC=C(C=C1C(C2)=O)Cl)O)=O